FC1=C(C=CC(=C1F)C1=NOC(=N1)C(F)(F)F)CN(C(=O)C1CC1)OC N-[[2,3-difluoro-4-[5-(trifluoromethyl)-1,2,4-oxadiazol-3-yl]phenyl]methyl]-N-methoxy-cyclopropane-carboxamide